C(C)(C)(C)C1=CC(=NC=C1)NC1=CC=C2C=CNC2=C1 N-(4-(tert-butyl)pyridin-2-yl)-1H-indol-6-amine